Cl.FC(C(C(C(=O)O)(F)F)(F)F)(F)F heptafluorobutyric acid hydrochloride